4-(6-((1S,5R,7R)-7-(cyanomethyl)-6-((6-methoxypyridin-3-yl)methyl)-3,6-diazabicyclo[3.2.0]heptan-3-yl)pyridin-3-yl)-2-(1-methyl-1H-pyrazol-4-yl)-1H-pyrrole C(#N)C[C@H]1N([C@H]2CN(C[C@@H]12)C1=CC=C(C=N1)C=1C=C(NC1)C=1C=NN(C1)C)CC=1C=NC(=CC1)OC